C(C1=CC=CC=C1)(=O)C1C(N(CC1)C(=O)NN)=O benzoyl-pyrrolidonecarboxylic acid hydrazide